SC1=C(C(=O)N)C=CC(=C1)F sulfanyl-4-fluoro-benzamide